(R)-S-(3-((3-bromo-1-methyl-6-nitro-2-oxo-1,2-dihydroquinolin-4-yl)amino)-3-cyclopropylpropyl) ethanethioate C(C)(SCC[C@H](C1CC1)NC1=C(C(N(C2=CC=C(C=C12)[N+](=O)[O-])C)=O)Br)=O